ClC1=NC=CC(=C1)C=1C=NC(=C(C1)C)OC[C@](CC(C)C)(N)C (S)-1-((2'-chloro-5-methyl-[3,4'-bipyridin]-6-yl)oxy)-2,4-dimethylpentan-2-amine